C1(=CC=C(C=C1)C=1NC=2N=C3N(C(C2N1)=O)CCCC3)C (p-tolyl)-5,6,7,8-tetrahydropyrido[1,2-a]purin-10(3H)-one